(1-azabicyclo[2.2.1]hept-4-yl)-5-(piperidin-1-ylmethyl)-5,6-dihydro-1,4,2-dioxazine N12CCC(CC1)(C2)C2=NOCC(O2)CN2CCCCC2